8-(4-(6-(difluoromethyl)imidazo[1,2-b]pyridazin-3-yl)pyridin-2-yl)-2-(methylsulfonyl)-5-oxa-2,8-diazaspiro[3.5]nonane FC(C=1C=CC=2N(N1)C(=CN2)C2=CC(=NC=C2)N2CCOC1(CN(C1)S(=O)(=O)C)C2)F